BrC=1C=C(C(=NC1)OCCCCN(C(OC(C)(C)C)=O)C)[N+](=O)[O-] tert-Butyl (4-((5-bromo-3-nitropyridin-2-yl)oxy)butyl)(methyl)carbamate